2-chloro-4-((trimethylsilyl)ethynyl)aniline ClC1=C(N)C=CC(=C1)C#C[Si](C)(C)C